(2R)-N-[5-[(3-fluorophenyl)methyl]thiazol-2-yl]pyrrolidine-2-carboxamide FC=1C=C(C=CC1)CC1=CN=C(S1)NC(=O)[C@@H]1NCCC1